OBr Hydroxybromine